CC1=NOC(=C1C=1C=C2C(=NC(=NC2=CC1)N1CCC2(CCC(N2C)=O)CC1)N1[C@H](CN(CC1)S(=O)(=O)C)C1=CC=CC=C1)C (S)-8-(6-(3,5-dimethylisoxazol-4-yl)-4-(4-(methylsulfonyl)-2-phenylpiperazin-1-yl)quinazolin-2-yl)-1-methyl-1,8-diazaspiro[4.5]decan-2-one